FC1=C(C=C(C=C1)OC=1C=NC(=CC1)C)[C@H]1CCC2=C(NC(N(C2=O)C2CCOCC2)=O)N1 (R)-7-(2-fluoro-5-((6-methylpyridin-3-yl)oxy)phenyl)-3-(tetrahydro-2H-pyran-4-yl)-5,6,7,8-tetrahydropyrido[2,3-d]pyrimidine-2,4(1H,3H)-dione